ClC1=C(CNC2=NNC(=C2)C2=C(C=CC=C2)[N+](=O)[O-])C(=C(C=C1OC)OC)Cl N-(2,6-dichloro-3,5-dimethoxybenzyl)-5-(2-nitrophenyl)-1H-pyrazol-3-amine